(E)-1-[4-(1,2-dimethoxy-2-propanyl)-1-cyclohexen-1-yl]-N-hydroxymethanimine COCC(C)(OC)C1CC=C(CC1)\C=N\O